(Z)-2-fluoro-3-(1-methyl-1H-imidazol-2-yl)acrylic acid F\C(\C(=O)O)=C/C=1N(C=CN1)C